6-(5-(1-methyl-1,2,3,6-tetrahydropyridin-4-yl)-1H-pyrrolo[2,3-b]pyridin-3-yl)-3,4-dihydroisoquinolin-1(2H)-one CN1CCC(=CC1)C=1C=C2C(=NC1)NC=C2C=2C=C1CCNC(C1=CC2)=O